NCC1=CC=C2C(=CN(C2=C1)CC=1N=CN(C1)C)CCCNC(OC(C)(C)C)=O Tert-butyl (3-(6-(aminomethyl)-1-((1-methyl-1H-imidazol-4-yl)methyl)-1H-indol-3-yl)propyl)carbamate